N-(4-hydroxy-3-(methylsulfonylamino)phenyl)-1-phenyl-1H-pyrazole-4-carboxamide OC1=C(C=C(C=C1)NC(=O)C=1C=NN(C1)C1=CC=CC=C1)NS(=O)(=O)C